1λ6-thiolane [SH4]1CCCC1